2-(4-(2-(2,6-dimethylpyridin-4-yl)-3-isopropyl-1H-indol-5-yl)piperidin-1-yl)-N-(2-hydroxypropyl)acetamide CC1=NC(=CC(=C1)C=1NC2=CC=C(C=C2C1C(C)C)C1CCN(CC1)CC(=O)NCC(C)O)C